(7R)-2-[4-(4-methoxyphenoxy)phenyl]-7-[4-(prop-2-enoyl)piperazin-1-yl]-4,5,6,7-tetrahydro-2H-pyrazolo[4,3-b]pyridine-3-carboxamide COC1=CC=C(OC2=CC=C(C=C2)N2N=C3C(NCC[C@H]3N3CCN(CC3)C(C=C)=O)=C2C(=O)N)C=C1